N-((1S)-((R)-3,3-difluorocyclohexyl)(3-isopropyl-2-(((3R,5R)-2-oxo-5-(trifluoromethyl)piperidin-3-yl)methyl)imidazo[1,2-b][1,2,4]triazin-6-yl)methyl)-1-ethyl-1H-pyrazole-5-carboxamide FC1(C[C@@H](CCC1)[C@H](NC(=O)C1=CC=NN1CC)C=1N=C2N(N=C(C(=N2)C(C)C)C[C@@H]2C(NC[C@@H](C2)C(F)(F)F)=O)C1)F